(2-aminoethyl)-1-benzyl-piperidin-3-amine NCCC1N(CCCC1N)CC1=CC=CC=C1